COC(C1=CC(=C(C(=C1)Br)N[C@@H](CN(C)CC(=O)OCC)C)N)=O (R)-3-amino-5-bromo-4-((1-((2-ethoxy-2-oxoethyl)(methyl)amino)propan-2-yl)amino)benzoic acid methyl ester